Carbanilat C(NC1=CC=CC=C1)([O-])=O